NC=1C(=NC(=C(N1)F)Br)C=1C=C2C(=CNC(C2=CC1)=O)C 6-(3-amino-6-bromo-5-fluoropyrazin-2-yl)-4-methylisoquinolin-1(2H)-one